C(C(O)CO)OC(C1=CC=CC=C1)=O benzoic acid glyceryl ester